CS(=O)(=O)C=1N=C2N(C=CC=C2)C1 (methylsulfonyl)imidazo[1,2-a]pyridin